4,4-diethoxynonane C(C)OC(CCC)(CCCCC)OCC